COC1=NNC2=NC(=NC=C21)N2CCC1(CC(N(C1)C=1C=NC(=CC1)C(F)(F)F)=O)CC2 8-(3-methoxy-1H-pyrazolo[3,4-d]pyrimidin-6-yl)-2-(6-(trifluoromethyl)pyridin-3-yl)-2,8-diazaspiro[4.5]decan-3-one